1-(11Z-docosenoyl)-2-(9Z-pentadecenoyl)-glycero-3-phosphoserine CCCCCCCCCC/C=C\CCCCCCCCCC(=O)OC[C@H](COP(=O)(O)OC[C@@H](C(=O)O)N)OC(=O)CCCCCCC/C=C\CCCCC